succinimidyl carbamate (succinimidyl carbamate) C1(CCC(N1NC(O)=O)=O)=O.C(N)(ON1C(CCC1=O)=O)=O